[Cu].[Cu]Cl cuprous chloride copper